C(C)(C)(C)OC(=O)NS(=O)(=O)/C=C/C1(N(CC1)C(=O)OC(C)(C)C)C tert-butyl (E)-2-(2-(N-(tert-butoxycarbonyl) sulfamoyl) vinyl)-2-methylazetidine-1-carboxylate